5-benzyl-N-((3R,5S)-5-fluoro-1-methyl-2-oxo-2,3,4,5-tetrahydro-1H-benzo[b]azepin-3-yl)-4H-1,2,4-triazole-3-carboxamide C(C1=CC=CC=C1)C=1NC(=NN1)C(=O)N[C@@H]1C[C@@H](C2=C(N(C1=O)C)C=CC=C2)F